ClC1=C(C=C(C=C1F)C[C@H](C(=O)OC)F)F |r| (rac)-methyl 3-(4-chloro-3,5-difluorophenyl)-2-fluoropropanoate